[C@@H]12OCC[C@H]2C[C@@H]1NC(=O)C1=CN=C2N1N=C(C=C2NC)NC=2C(N(C=CC2)C2=NN(C=C2)C)=O N-((1s,5r,7s)-2-oxabicyclo[3.2.0]hept-7-yl)-6-((1-(1-methyl-1H-pyrazol-3-yl)-2-oxo-1,2-dihydropyridin-3-yl)amino)-8-(methylamino)imidazo[1,2-b]pyridazine-3-carboxamide